CN(CN)C N,N-dimethyl-methylenediamine